4-(1-(5-(N,S-dimethylsulfonimidoyl)pyridin-2-yl)-5-hydroxy-3-methyl-1H-pyrazol-4-yl)benzonitrile CN=S(=O)(C)C=1C=CC(=NC1)N1N=C(C(=C1O)C1=CC=C(C#N)C=C1)C